N[C@@H](C(=O)O)[C@@H](C(C)C)C1=CNC2=CC=CC=C12 (2R,3S)-2-amino-3-(1H-indol-3-yl)-4-methylpentanoic acid